C(C)(C)C1=NC=CC=C1C1=NC=C(C(=N1)NCC12C3C4C5(C3C1C5C24)C=2N(C=C(N2)C(F)(F)F)C)OC 2-(2-isopropylpyridin-3-yl)-5-methoxy-N-((4-(1-methyl-4-(trifluoromethyl)-1H-imidazol-2-yl)cuban-1-yl)methyl)pyrimidin-4-amine